ClC1=C(C=C(OCC(=O)N[C@@H]2CC[C@H](CC2)CNC(C2=CC(=NC=C2)C)=O)C=C1)F trans-N-((4-(2-(4-chloro-3-fluorophenoxy)acetamido)cyclohexyl)methyl)-2-methylisonicotinamide